N[C@](C=O)(O)[C@@H](O)[C@H](O)[C@H](O)CO 2-Aminomannose